ClC=1C=C(C=CC1)[C@H]([C@@H](CN1CCCC1)NC(OC1(CC2=CC=CC=C2C1)C)=O)O 2-methyl-2,3-dihydro-1H-inden-2-yl ((1R,2R)-1-(3-chlorophenyl)-1-hydroxy-3-(pyrrolidin-1-yl)propan-2-yl)carbamate